C(=O)O.ClC=1N=C(N2C1C(=CC(=C2)S(=O)(=O)NC2(CC2)C)N2CC1(C2)CCNCC1)C=1SC(=NN1)C(F)F 1-chloro-3-(5-(difluoromethyl)-1,3,4-thiadiazol-2-yl)-N-(1-methylcyclopropyl)-8-(2,7-diazaspiro[3.5]nonan-2-yl)imidazo[1,5-a]pyridine-6-sulfonamide formate